C(C)OC(C(C#N)C1=C2C(=NC(=C1)N1[C@@H](COCC1)C)C(=NS2)Cl)=O (3-chloro-5-((R)-3-methylmorpholino)isothiazolo[4,5-b]pyridin-7-yl)-2-cyanoacetic acid ethyl ester